ClC=1C(=NC=CC1C)C(F)F 3-chloro-2-(difluoromethyl)-4-methylpyridine